FC=1C=C2C=C(NC2=CC1OCC=1N=C(OC1)C)CNC(=O)C1(CC1)C N-((5-fluoro-6-((2-methyloxazol-4-yl)methoxy)-1H-indol-2-yl)methyl)-1-methylcyclopropane-1-carboxamide